C1=C(C=CC=2SC3=C(C21)C=CC=C3)C3=C(C=CC=C3)NC=3C2=CC=CC=C2C(=C2C=CC=CC32)C3=CC=CC=C3 N-(2-(dibenzo[b,d]thiophen-2-yl)phenyl)-10-phenylanthracene-9-amine